NCC1=CC=C(C=C1)B(O)O 4-(AMINOMETHYL)BENZENEBORONIC ACID